ClC=1C=C(CO)C=C(C1)C(F)(F)F 3-chloro-5-(trifluoromethyl)benzyl alcohol